C1(CCCC1)C1=NC=C(C(=N1)OC1=CC(=C(C=C1)F)C)C(=O)NC(C)C=CS(=O)(=O)C 2-cyclopentyl-4-(4-fluoro-3-methylphenoxy)-N-(4-(methylsulfonyl)but-3-en-2-yl)pyrimidine-5-carboxamide